O1C(OCC1)C1=C(CCN(C2=NC=CC(=N2)Cl)C)C=CC=C1OCC1=CC=C(C=C1)OC N-(2-(1,3-dioxolan-2-yl)-3-((4-methoxybenzyl)oxy)phenethyl)-4-chloro-N-methylpyrimidin-2-amine